CC1=C(C(N(C=C1C(=O)N)CC1=CC(=CC=C1)CCN1CCOCC1)=O)C(=O)N[C@@H]1[C@H](C1)C methyl-N-((1S,2S)-2-methylcyclopropyl)-1-(3-(2-morpholinoethyl)benzyl)2-oxo-1,2-dihydropyridine-3,5-dicarboxamide